NC1=C2C(=NC=N1)N(N=C2C2=CC=C(C=C2)OC2=CC=CC=C2)C2CCN(CC2)CC2CCN(CC2)CC2CCN(CC2)C=2C=C1CN(C(C1=CC2)=O)C2C(NC(CC2)=O)=O 3-(5-(4-((4-((4-(4-amino-3-(4-phenoxyphenyl)-1H-pyrazolo[3,4-d]pyrimidin-1-yl)piperidin-1-yl)methyl)piperidin-1-yl)methyl)piperidin-1-yl)-1-oxoisoindolin-2-yl)piperidine-2,6-dione